FC(C(C)C1=NC=CC(=C1)C(=O)O)F 2-(1,1-difluoropropan-2-yl)pyridine-4-carboxylic acid